N-((3-(4-(trifluoromethyl)phenyl)imidazo[1,5-a]pyridin-1-yl)methyl)methanesulfonamide FC(C1=CC=C(C=C1)C1=NC(=C2N1C=CC=C2)CNS(=O)(=O)C)(F)F